C(=C)S[Bi](SC=C)SC=C tris(ethenylsulfanyl)bismuthane